C1(CC1)N1N=C(C(=C1)OC[C@H]1[C@@H](CC1)O)C |r| (1R,2S)- and (1S,2R)-2-(((1-Cyclopropyl-3-methyl-1H-pyrazol-4-yl)oxy)methyl)cyclobutan-1-ol